(thio) Cyanate S(OC#N)OC#N